FC=1C=C(C(=O)OC(C)(C)C)C=C(C1F)F tert-butyl 3,4,5-trifluorobenzoate